dipentyldibutylammonium C(CCCC)[N+](CCCC)(CCCC)CCCCC